NC1=C(C=C2C(=N1)C=C(N2)CN2C(=CC=CC2=O)C(=O)N(C2=CC=CC=C2)C)F 1-((5-amino-6-fluoro-1H-pyrrolo[3,2-b]pyridin-2-yl)methyl)-N-methyl-6-oxo-N-phenyl-1,6-dihydropyridine-2-carboxamide